BrCC1=C(C(=O)OC)C=C(C=C1)C#N methyl 2-(bromomethyl)-5-cyanobenzoate